(R)-4-((1-(4-Chloro-5-(2-(pyrrol-1-ylmethyl)phenyl)thiophen-2-yl)ethyl)amino)-2-Methyl-6-((tetrahydro-2H-pyran-4-yl)methyl)pyrido[4,3-d]pyrimidin-7(6H)-one ClC=1C=C(SC1C1=C(C=CC=C1)CN1C=CC=C1)[C@@H](C)NC=1C=2C(N=C(N1)C)=CC(N(C2)CC2CCOCC2)=O